NC1=C(C=C(C=C1)N)C(C)C 2,5-diaminocumene